tert-butyl 6-[[3-[1-(trifluoromethyl)vinyl]-1,2,4-triazol-1-yl]methyl]-2-azaspiro[3.3]heptane-2-carboxylate FC(C(=C)C1=NN(C=N1)CC1CC2(CN(C2)C(=O)OC(C)(C)C)C1)(F)F